4-amino-N-(4-ethoxyphenyl)benzamide CCOC1=CC=C(C=C1)NC(=O)C2=CC=C(C=C2)N